5-bromo-2-morpholinobenzo[d]oxazole BrC=1C=CC2=C(N=C(O2)N2CCOCC2)C1